3-(2,4-difluorophenoxy)-N-(3-(N,S-dimethylsulfonimidoyl)phenyl)-6-(trifluoromethyl)pyridazine-4-carboxamide FC1=C(OC=2N=NC(=CC2C(=O)NC2=CC(=CC=C2)S(=O)(=NC)C)C(F)(F)F)C=CC(=C1)F